N1=CSC=2CNCCC21 4,5,6,7-tetrahydrothiazolo[5,4-c]pyridin